(9H-fluoren-9-yl)methyl (2-(2-(aminooxy)acetylamino)ethyl)carbamate NOCC(=O)NCCNC(OCC1C2=CC=CC=C2C=2C=CC=CC12)=O